4-{[6-(5-chloro-2-fluorophenyl)-2H,3H,4H-pyrido[3,2-b][1,4]oxazin-8-yl]amino}-N-(piperidin-4-yl)pyridine-3-carboxamide ClC=1C=CC(=C(C1)C=1C=C(C=2OCCNC2N1)NC1=C(C=NC=C1)C(=O)NC1CCNCC1)F